tridecyl-4-hydroxy-3,5-di-tert-butylbenzyl mercaptoacetate SCC(=O)OC(C1=CC(=C(C(=C1)C(C)(C)C)O)C(C)(C)C)CCCCCCCCCCCCC